chloroimidazo[1,2-b]pyridazine ClC=1N=C2N(N=CC=C2)C1